N(=[N+]=[N-])CCC[NH-] azidopropyl-amid